(4-chlorophenyl)-1-(3,5,6-trimethylpyrazin-2-yl)-1H-pyrazol-5-ol ClC1=CC=C(C=C1)C1=NN(C(=C1)O)C1=NC(=C(N=C1C)C)C